7-(6-(4-((4-(1H-pyrazol-4-yl)phenyl)amino)pyrimidin-2-yl)-1H-indole-2-carbonyl)-1,7-diazaspiro[3.5]nonan-2-one N1N=CC(=C1)C1=CC=C(C=C1)NC1=NC(=NC=C1)C1=CC=C2C=C(NC2=C1)C(=O)N1CCC2(CC(N2)=O)CC1